N-((1R)-1-(4-chloro-2-fluorophenyl)ethyl)-1-(((2S)-4-((3-cyano-1-azetidinyl)sulfonyl)-2-piperazinyl)carbonyl)-D-prolinamide ClC1=CC(=C(C=C1)[C@@H](C)NC([C@@H]1N(CCC1)C(=O)[C@H]1NCCN(C1)S(=O)(=O)N1CC(C1)C#N)=O)F